bis-indene zirconium dichloride [Cl-].[Cl-].[Zr+2].C1C=CC2=CC=CC=C12.C1C=CC2=CC=CC=C12